OC(C#CC1=C2C=NNC2=C(C=C1)C(=O)[O-])(C)C 4-(3-hydroxy-3-methylbutan-1-yn-1-yl)-1H-indazole-7-carboxylate